CN(C)CC1=C(OC=2C=CC(=NC2)C(C(=O)N)C)C=CC(=C1)F (5-(2-((dimethylamino)methyl)-4-fluorophenoxy)pyridin-2-yl)propanamide